C1(=CC=CC=C1)C(C#CC1=CC=CC=C1)O 1,3-diphenylpropynol